C(C)N(S(=O)(=O)C1=CC(=CC=C1)OC[C@H](CNC1COC2(C1)CCN(CC2)S(=O)(=O)C2=CC1=CC=CC=C1C=C2)O)C(C)C N-ethyl-3-((2S)-2-hydroxy-3-(8-(naphthalen-2-ylsulfonyl)-1-oxa-8-azaspiro[4.5]dec-3-ylamino)propoxy)-N-isopropylbenzenesulfonamide